O1CCC(CC1)OC1=NC=CC(=C1)CNC(=O)N[C@H]1[C@@H](C1)C1=CC=CC=C1 1-[[2-(oxan-4-yloxy)pyridin-4-yl]methyl]-3-[(1R,2S)-2-phenylcyclopropyl]urea